COC1=C(C=C2C(=NC(=NC2=C1)C)N[C@H](C)C=1C(=C(C#N)C=CC1)C)N1CCC(CC1)N1CC(N(CC1)C)=O (R)-3-(1-((7-methoxy-2-methyl-6-(4-(4-methyl-3-oxopiperazin-1-yl)piperidin-1-yl)quinazolin-4-yl)amino)ethyl)-2-methylbenzonitrile